3-({[(3-ethyl-1H-1,2,4-triazol-5-yl)thio]acetyl}amino)-N-1,3-thiazol-2-ylpropanamide C(C)C1=NNC(=N1)SCC(=O)NCCC(=O)NC=1SC=CN1